C(CCC)S(=O)(=O)C1=C(C(=O)NC=2C=C3C(=CNC3=CC2)C=2CCN(CC2)CC)C=CC=C1 5-(2-butanesulfonylbenzoyl)amino-3-(1-ethyl-1,2,3,6-tetrahydropyridin-4-yl)-1H-indole